C(CCCCCCCCC)(=O)OCCCCCCCCCCC n-undecyl decanoate